FC1=C(C=C(C=C1)[C@H]1CN2[C@H](CO1)CN(CC2)C(=O)C2=C(C(=CC=C2)OC)Cl)C2=CC=CC=C2 [(3S,9aS)-3-(4-fluoro-3-phenyl-phenyl)-3,4,6,7,9,9a-hexahydro-1H-pyrazino[2,1-c][1,4]oxazin-8-yl]-(2-chloro-3-methoxy-phenyl)methanone